4-[[[6-[2-[(4-aminocyclohexyl)amino]-5-chloro-4-pyridyl]-2-pyridyl]amino]methyl]tetrahydropyran-4-carbonitrile NC1CCC(CC1)NC1=NC=C(C(=C1)C1=CC=CC(=N1)NCC1(CCOCC1)C#N)Cl